5-(4-fluoro-2-(1-methyl-1H-pyrazol-4-yl)phenyl)-1-methyl-3-methylenepyrrolidin-2-one FC1=CC(=C(C=C1)C1CC(C(N1C)=O)=C)C=1C=NN(C1)C